CC(C)C ISO-BUTAN